N-((6-(trifluoromethyl)pyridazin-3-yl)methyl)ethanamine FC(C1=CC=C(N=N1)CNCC)(F)F